C(CCCCCCCCCCCCCCCCCCCCCC)N1C(CC1)=O 1-tricosylazetidin-2-one